BrC1=C(C=C2C(N(C(=NC2=C1)CCCCN(C(OC(C)(C)C)=O)C)CC(C)(C)C)=O)Cl tert-butyl (4-(7-bromo-6-chloro-3-neopentyl-4-oxo-3,4-dihydroquinazolin-2-yl)butyl)(methyl)carbamate